P(=O)(OCCCCCCCCCCCC)([O-])[O-].[K+].[K+] potassium monolauryl phosphate